N-(1-cyclopropyl-2,2,2-trifluoroethyl)-3-(5-(difluoromethyl)-1,3,4-thiadiazol-2-yl)-8-(4-isobutyrylpiperazin-1-yl)imidazo[1,5-a]pyridine-6-sulfonamide C1(CC1)C(C(F)(F)F)NS(=O)(=O)C=1C=C(C=2N(C1)C(=NC2)C=2SC(=NN2)C(F)F)N2CCN(CC2)C(C(C)C)=O